Di-tert-butyl (((5-hydroxy-3-(4-hydroxyphenyl)-4-oxo-4H-chromen-7-yl)-oxy)methyl) phosphate P(=O)(OC(C)(C)C)(OC(C)(C)C)OCOC1=CC(=C2C(C(=COC2=C1)C1=CC=C(C=C1)O)=O)O